3,6-bis(3-amino-2-trifluoromethylphenoxy)benzonorbornene NC=1C(=C(OC2C3C4=C(C2CC3)C=C(C=C4)OC4=C(C(=CC=C4)N)C(F)(F)F)C=CC1)C(F)(F)F